ClC1=C(C=C(C(=C1)OC1=C(C=CC=C1)F)C)N=CN(C)CC N'-[2-Chloro-4-(2-fluorophenoxy)-5-methylphenyl]-N-ethyl-N-methylimidoformamid